CC1=C(OC=2CCC3=CN(N=C3C21)CC2=NC=CC=C2)C(=O)NC[C@@H]2OC(CC2)=O 8-Methyl-N-{[(2R)-5-oxotetrahydrofuran-2-yl]methyl}-2-(pyridin-2-ylmethyl)-4,5-dihydro-2H-furo[2,3-g]indazole-7-carboxamide